tris(2,3-dibromopropyl) phosphate P(=O)(OCC(CBr)Br)(OCC(CBr)Br)OCC(CBr)Br